3-[N-(9-phenyl-carbazole-3-yl)-N-phenylamino]-9-phenyl-carbazole C1(=CC=CC=C1)N1C2=CC=CC=C2C=2C=C(C=CC12)N(C1=CC=CC=C1)C=1C=CC=2N(C3=CC=CC=C3C2C1)C1=CC=CC=C1